FC=1C(=NC(=NC1)NC1=CC=C(C=N1)N(C)CC1=CC=C(C(=O)NO)C=C1)C=1C=C(C2=C(N(C(=N2)C)C(C)C)C1)F 4-(((6-((5-fluoro-4-(4-fluoro-1-isopropyl-2-methyl-1H-benzo[d]imidazol-6-yl)pyrimidin-2-yl)amino)pyridin-3-yl)(methyl)amino)methyl)-N-hydroxybenzamide